N-({(3R,4S)-2-[5-Chloro-2-(2H-1,2,3-triazol-2-yl)benzoyl]-4-methyl-2-azabicyclo[3.1.1]heptan-3-yl}methyl)-5-(trifluoromethyl)pyrazin-2-amin ClC=1C=CC(=C(C(=O)N2C3CC([C@@H]([C@@H]2CNC2=NC=C(N=C2)C(F)(F)F)C)C3)C1)N1N=CC=N1